7-(7-(3,6-dimethyl-9H-carbazol-9-yl)-9,9-dimethyl-9H-fluoren-2-yl)-3',6'-dimethyl-9-phenyl-9H-2,9'-bicarbazole CC=1C=CC=2N(C3=CC=C(C=C3C2C1)C)C1=CC=C2C=3C=CC(=CC3C(C2=C1)(C)C)C1=CC=C2C=3C=CC(=CC3N(C2=C1)C1=CC=CC=C1)N1C2=CC=C(C=C2C=2C=C(C=CC12)C)C